OCC=1C=C(C=CC1)C=1C(N(C(C1)=O)CC1CCOCC1)=O 3-(3-(hydroxymethyl)phenyl)-1-((tetrahydro-2H-pyran-4-yl)methyl)-1H-pyrrole-2,5-dione